COC=1N=C2C(=CC=NC2=CC1OC)OC1=CC=C(C=C1)NC(=O)C=1C(N(C(=C(C1C)F)C)C1=CC=C(C=C1)F)=O N-[4-[(6,7-dimethoxy-1,5-naphthyridin-4-yl)oxy]phenyl]-5-fluoro-1-(4-fluorophenyl)-4,6-dimethyl-2-oxopyridine-3-carboxamide